ClCC1(CC(=NO1)C1[C@H]2CN(C[C@@H]12)C(=O)O)C (1R,5S,6r)-6-[5-(chloromethyl)-5-methyl-4,5-dihydro-1,2-oxazol-3-yl]-3-azabicyclo[3.1.0]Hexane-3-carboxylic acid